N-[(3S)-9-fluoro-2-oxo-5-phenyl-1,3-dihydro-1,4-benzodiazepine-3-Yl]-6-methoxy-2-(5-methylpyridin-3-yl)imidazo[1,2-b]pyridazine-3-carboxamide FC1=CC=CC=2C(=N[C@@H](C(NC21)=O)NC(=O)C2=C(N=C1N2N=C(C=C1)OC)C=1C=NC=C(C1)C)C1=CC=CC=C1